N[C@H](C(=O)N1[C@@H]([C@H]2C([C@H]2C1)(C)C)C(=O)NC(C(=O)N)CN1C(CCCC1)=O)C(C)(C)C (1R,2S,5S)-3-[(2S)-2-amino-3,3-dimethyl-butanoyl]-N-[2-amino-2-oxo-1-[(2-oxo-1-piperidyl)methyl]ethyl]-6,6-dimethyl-3-azabicyclo[3.1.0]hexane-2-carboxamide